3-methylbutyl (2E)-3-(4-methoxyphenyl)prop-2-enoate COC1=CC=C(C=C1)/C=C/C(=O)OCCC(C)C